C(C)(C)(C)OC(=O)N1C(CC(CC1)O)C1=NC=C(C=C1)Br (5-bromopyridin-2-yl)-4-hydroxypiperidine-1-carboxylic acid tert-butyl ester